methylethanimine CC(C)=N